C(C)N1N=CC(=C1)C=1C=C(C=C(C1)OC)[C@@H](C)NC(C1=C(C=CC(=C1)N1CCN(CC1)C)C)=O N-[(1R)-1-[3-(1-Ethylpyrazol-4-yl)-5-methoxy-phenyl]ethyl]-2-methyl-5-(4-methylpiperazin-1-yl)benzamide